1-benzyl 2-methyl (2S,3R,4S)-3-ethyl-4-hydroxypyrrolidine-1,2-dicarboxylate C(C)[C@@H]1[C@H](N(C[C@H]1O)C(=O)OCC1=CC=CC=C1)C(=O)OC